1-(4-(heptylthio)phenyl)-3-(4-methylpiperazin-1-yl)propan-1-one C(CCCCCC)SC1=CC=C(C=C1)C(CCN1CCN(CC1)C)=O